C(C)(C)N1C(C2=C(C=CC=C2C=C1C(=O)OCC)C)=O ethyl 2-isopropyl-8-methyl-1-oxo-1,2-dihydroisoquinoline-3-carboxylate